1-(3-methylbenzofuran-2-yl)ethanone Tert-butyl-(R)-(1-(2-(3-bromo-1-(cyclopropylmethyl)-1H-indol-2-yl)-3-methylimidazo[1,2-a]pyridine-7-carbonyl)piperidin-3-yl)carbamate C(C)(C)(C)N(C(O)=O)[C@H]1CN(CCC1)C(=O)C1=CC=2N(C=C1)C(=C(N2)C=2N(C1=CC=CC=C1C2Br)CC2CC2)C.CC2=C(OC1=C2C=CC=C1)C(C)=O